CC1(OB(OC1(C)C)C1=C2C=C(NC2=CC=C1)C(=O)NCCNC(OC(C)(C)C)=O)C tert-butyl N-[2-[[4-(4,4,5,5-tetramethyl-1,3,2-dioxaborolan-2-yl)-1H-indole-2-carbonyl]amino]ethyl]carbamate